3-(8-(3'-(7-cyano-5-(hydroxymethyl)benzo[d]oxazol-2-yl)-2,2'-dimethylbiphenyl-3-ylamino)-1,7-naphthyridin-3-yl)azetidine-1-carboxylic acid tert-butyl ester C(C)(C)(C)OC(=O)N1CC(C1)C=1C=NC2=C(N=CC=C2C1)NC=1C(=C(C=CC1)C1=C(C(=CC=C1)C=1OC2=C(N1)C=C(C=C2C#N)CO)C)C